N1(N=CC=C1)CC1=CC2=C(C(=NO2)NS(=O)(=O)C=2C(=NC=CC2OC)OC)C(=C1)OCF N-(6-((1H-pyrazol-1-yl)methyl)-4-(fluoromethoxy)benzo[d]isoxazol-3-yl)-2,4-dimethoxypyridine-3-sulfonamide